C(=O)O.CN1C[C@@H](CCC1)NC1=C2C(=C(N=N1)C1=C(C=C(C=C1)C(F)(F)F)O)N=CC=C2 2-(5-{[(3R)-1-methylpiperidin-3-yl]amino}pyrido[2,3-d]pyridazin-8-yl)-5-(trifluoromethyl)phenol formate salt